bis{4-[3-(4-methylphenoxy)-2-mercaptopropylamino]phenyl}methane ethyl-{[4-(2,4-dimethoxypyridin-3-yl)-5-(5-methylfuran-2-yl)-4H-1,2,4-triazol-3-yl]sulfanyl}acetate C(C)OC(CSC1=NN=C(N1C=1C(=NC=CC1OC)OC)C=1OC(=CC1)C)=O.CC1=CC=C(OCC(CNC2=CC=C(C=C2)CC2=CC=C(C=C2)NCC(COC2=CC=C(C=C2)C)S)S)C=C1